C(C)(C)(C)OC(=O)N(C1CCN(CC1)C=1C2=CN(N=C2C(=CC1)C(=O)NC=1C=C(C=2N(C1)C=C(N2)C(=O)OCC)F)C)CC ethyl 6-[[4-[4-[tert-butoxycarbonyl(ethyl)amino]-1-piperidyl]-2-methyl-indazole-7-carbonyl]amino]-8-fluoro-imidazo[1,2-a]pyridine-2-carboxylate